nitrogen (2-aminophenyl)-4-((4-(1-isopropyl-1H-1,2,3-triazol-4-yl)pyrimidin-2-yl)amino)benzamide NC1=C(C=CC=C1)C1=C(C(=O)N)C=CC(=C1)NC1=NC=CC(=N1)C=1N=NN(C1)C(C)C.[N]